CC1=C(C=C(C=C1)C(F)(F)F)N(S(=O)(=O)C=1C=C(C(=O)OCOC(C(C)(C)C)=O)C=CC1)COC(C(C)(C)C)=O (pivaloyloxy)methyl 3-(N-(2-methyl-5-(trifluoromethyl)phenyl)-N-((pivaloyl-oxy)methyl)sulfamoyl)benzoate